C(C)C=1C=C2CC[C@H](NC2=CC1)C (R)-6-ethyl-2-methyl-1,2,3,4-tetrahydroquinoline